(4-(3-chloro-4-(2-chloro-3-(6-methoxy-5-(((((R)-5-oxopyrrolidin-2-yl)methyl)amino)methyl)pyridin-2-yl)phenyl)pyridin-2-yl)-2-methoxybenzyl)-L-alanine ClC=1C(=NC=CC1C1=C(C(=CC=C1)C1=NC(=C(C=C1)CNC[C@@H]1NC(CC1)=O)OC)Cl)C1=CC(=C(CN[C@@H](C)C(=O)O)C=C1)OC